ClC1=C(C=C(C=C1)C1C(CN(C(O1)=O)C1=CC(=NN1COCC[Si](C)(C)C)C1=CC=NC=C1)(F)F)F 6-(4-chloro-3-fluorophenyl)-5,5-difluoro-3-(3-(pyridin-4-yl)-1-((2-(trimethylsilyl)ethoxy)methyl)-1H-pyrazol-5-yl)-1,3-oxazinan-2-one